COC=1C=CC=C(CCCC(C(=O)O)(C)C)C1.N=P(N(C)C)(N(C)C)N(C)C imino-tris(dimethylamino)phosphine 5-methoxyPhenethyl-pivalate